sodium (2R,3R,4S,5R)-6-(tetradecylamino)-2,3,4,5-tetrahydroxy-6-oxohexyl sulfate S(=O)(=O)(OC[C@H]([C@H]([C@@H]([C@H](C(=O)NCCCCCCCCCCCCCC)O)O)O)O)[O-].[Na+]